NCCCN(CCCNC1=CC(=NC(=C1)C1=CC(=CC=C1)N1CCNCC1)C1=CC=C(C=C1)OC)C N-{3-[(3-aminopropyl)(methyl)amino]propyl}-2-(4-methoxyphenyl)-6-[3-(piperazin-1-yl)phenyl]pyridin-4-amine